2-(4-nitrophenyl)-1-(phenylsulfonyl)-1H-imidazole [N+](=O)([O-])C1=CC=C(C=C1)C=1N(C=CN1)S(=O)(=O)C1=CC=CC=C1